2-amino-4,6-dichloro-5-nitrosopyrimidine NC1=NC(=C(C(=N1)Cl)N=O)Cl